N-(4-((2-amino-3-(morpholinomethyl)pyridin-4-yl)oxy)-3-fluorophenyl)-1-(4-fluorophenyl)-6-methyl-2-Oxo-1,2-dihydropyridine-3-carboxamide NC1=NC=CC(=C1CN1CCOCC1)OC1=C(C=C(C=C1)NC(=O)C=1C(N(C(=CC1)C)C1=CC=C(C=C1)F)=O)F